N-(1,6-DIMETHYL-1H-INDAZOL-7-YL)-6-(3-METHYL-1H-PYRAZOL-1-YL)PYRIDINE-3-SULFONAMIDE CN1N=CC2=CC=C(C(=C12)NS(=O)(=O)C=1C=NC(=CC1)N1N=C(C=C1)C)C